6-((2R)-3-(((S)-1-fluoropropan-2-yl)amino)-2-(4-((4-((tetrahydro-1H-furo[3,4-c]pyrrol-5(3H)-yl)methyl)phenyl)ethynyl)phenyl)propyl)-5-hydroxypyrimidin-4(3H)-one FC[C@H](C)NC[C@H](CC1=C(C(NC=N1)=O)O)C1=CC=C(C=C1)C#CC1=CC=C(C=C1)CN1CC2C(C1)COC2